C(C=C)(=O)N1CCC(CC1)N1C(N(C2=NC(=NC=C2C1)NC1=CC=C(C=C1)N1CCN(CC1)C)C)=O 3-[(2R,4S)-1-prop-2-enoyl-4-piperidinyl]-1-methyl-7-[4-(4-methylpiperazin-1-yl)anilino]-4H-pyrimido[4,5-d]pyrimidin-2-one